methyl-4-nonadecyl-N-octadecylanilinium [tetrakis(perfluorophenyl)borate] FC1=C(C(=C(C(=C1F)F)F)F)[B-](C1=C(C(=C(C(=C1F)F)F)F)F)(C1=C(C(=C(C(=C1F)F)F)F)F)C1=C(C(=C(C(=C1F)F)F)F)F.C[NH+](C1=CC=C(C=C1)CCCCCCCCCCCCCCCCCCC)CCCCCCCCCCCCCCCCCC